C1OCC12CN(CC2)C2=NC=1N(C=C2)N=CC1C(=O)N 5-(2-oxa-6-azaspiro[3.4]oct-6-yl)pyrazolo[1,5-a]pyrimidine-3-carboxamide